CC1=C(C(=CC=C1)C)C1=NC(=NC(=C1)OC[C@@H](CC1(CC1)C)NCC=1N=C2C(=NC1)OC(=C2)C2(CCC2)C)NS(=O)(=O)C=2C=C(C(=O)O)C=CC2 3-[[4-(2,6-dimethylphenyl)-6-[(2R)-2-[[6-(1-methylcyclobutyl)furo[2,3-b]pyrazin-2-yl]methylamino]-3-(1-methylcyclopropyl)propoxy]pyrimidin-2-yl]sulfamoyl]benzoic acid